(E)-3-(3-Hydroxy-4-methoxyphenyl)-1-[2-hydroxy-6-methoxy-4-[(2S,3R,4R,5S,6S)-3,4,5-trihydroxy-6-[[(2R,5S)-5-hydroxyoxan-2-yl]oxymethyl]oxan-2-yl]oxyphenyl]prop-2-en-1-one OC=1C=C(C=CC1OC)/C=C/C(=O)C1=C(C=C(C=C1OC)O[C@@H]1O[C@H]([C@H]([C@H]([C@H]1O)O)O)CO[C@H]1OC[C@H](CC1)O)O